3-butyl-2-(1-ethylpentyl)-1,3-oxazolidine C(CCC)N1C(OCC1)C(CCCC)CC